5-(2-fluoro-6-hydroxy-4-(4-isopentylpiperazin-1-yl)phenyl)-1,2,5-thiadiazolidin-3-one 1,1-dioxide FC1=C(C(=CC(=C1)N1CCN(CC1)CCC(C)C)O)N1CC(NS1(=O)=O)=O